5-azaspiro[3.5]nonane C1CCC12NCCCC2